4-chloro-8-phenylbenzo[f]isoquinoline ClC1=NC=CC=2C3=C(C=CC12)C=C(C=C3)C3=CC=CC=C3